α-methyl-D-norvaline C[C@@](N)(CCC)C(=O)O